C(C[C@H](C(=O)O)N)C[C@@H](C(=O)O)NC(=O)[C@@H](CCC(=O)O)N D-glutamyl-meso-diaminopimelic acid